FC=1C=C(CC2=CC(=NC=C2)N2N=C(C(=C2CO)C(=O)O)C)C=C(C1)C(F)(F)F 1-(4-(3-fluoro-5-(trifluoromethyl)benzyl)pyridin-2-yl)-5-(hydroxymethyl)-3-methyl-1H-pyrazole-4-carboxylic acid